benzyl (2S)-2-(cyanomethyl)-4-[8-fluoro-7-(8-methyl-1-naphthyl)-2-[[(2S)-1-methylpyrrolidin-2-yl]methoxy]pyrido[4,3-d]pyrimidin-4-yl]piperazine-1-carboxylate C(#N)C[C@@H]1N(CCN(C1)C=1C2=C(N=C(N1)OC[C@H]1N(CCC1)C)C(=C(N=C2)C2=CC=CC1=CC=CC(=C21)C)F)C(=O)OCC2=CC=CC=C2